C1(=CC(=CC=C1)C=1C=CC2=C3C=4C(=CC=CC4NC13)C1=CC(=CC=C12)C1=CC2=C(OC3=C2C(=CC=C3)C3=NC(=NC(=N3)C3=CC=CC=C3)C3=CC=CC=C3)C=C1)C1=CC=CC=C1 3-Biphenyl-3-yl-9-[9-(4,6-diphenyl-[1,3,5]triazin-2-yl)-dibenzofuran-2-yl]-4H-Naphtho[1,2,3,4-def]carbazole